ethioninethioic acid N[C@@H](CCSCC)C(O)=S